CS(=O)(=O)C=1C=C(C=CC1)C=1C=C2CCN=CC2=CC1 6-(3-(methylsulfonyl)phenyl)-3,4-dihydro-isoquinoline